CC1=CC=C(COC(C)OCC2=CC=C(C=C2)C)C=C1 di(4-methylbenzoxy)-ethane